C(C)N1C(=NC=2C1=NC(=CC2)C=2C=CN1N=C(N=CC12)N[C@@H]1C[C@@H](C1)OCCOC)C 5-(3-ethyl-2-methyl-3H-imidazo[4,5-b]pyridin-5-yl)-N-(cis-3-(2-methoxyethoxy)cyclobutyl)pyrrolo[2,1-f][1,2,4]triazin-2-amine